C([O-])([O-])=O.[Li+].[Li+] lithium carbonate